NC1=NC=CC(=C1Cl)SC=1C=2N(C(=NC1C)N1CCC3(CC1)[C@@H](C1=CC=CC=C1C3)N)C=CN2 (S)-1'-(8-((2-amino-3-chloropyridin-4-yl)thio)-7-methylimidazo[1,2-c]pyrimidin-5-yl)-1,3-dihydrospiro[indene-2,4'-piperidine]-1-amine